3-(2-chloropyrimidin-4-yl)-N-cyclopentyl-aniline ClC1=NC=CC(=N1)C=1C=C(NC2CCCC2)C=CC1